6-(2,3-dichlorophenyl)-5-methylpyrazine-2-carbonitrile ClC1=C(C=CC=C1Cl)C1=C(N=CC(=N1)C#N)C